platinum(II) [bis(phenylpyridinyl)aniline] C1(=CC=CC=C1)C=1C(=NC=CC1)N(C1=CC=CC=C1)C1=NC=CC=C1C1=CC=CC=C1.[Pt+2]